N-[2-(3-Aminopiperidin-1-yl)ethyl]-N-(3,5-dimethoxyphenyl)-3-(1-methylpyrazol-4-yl)quinoxalin-6-amine NC1CN(CCC1)CCN(C=1C=C2N=C(C=NC2=CC1)C=1C=NN(C1)C)C1=CC(=CC(=C1)OC)OC